ClC1=C(C(=CC(=C1)F)Cl)NC=1N(C2=NC(=NC=C2N1)N[C@@H](CO)C)C1CCC(CC1)C(=O)N (1S,4s)-4-(8-(2,6-dichloro-4-fluorophenylamino)-2-((R)-1-hydroxypropan-2-ylamino)-9H-purin-9-yl)cyclohexanecarboxamide